N1C=CC2=CC=C(C=C12)CCC(=O)[O-] 3-(1H-indol-6-yl)propanoate